NC=1C2=C(SC1C(C(F)(F)F)(C)O)C=CC=C2 2-(3-aminobenzo[b]thiophen-2-yl)-1,1,1-trifluoropropan-2-ol